C(C)OC=1C=C(C=CC1)C1=CC=2N(C[C@H]3N(C2N=C1)CCN(C3)CCC(=O)O)S(=O)(=O)C3=CC(=CC=C3)C(F)(F)F (S)-3-(3-(3-ethoxyphenyl)-5-(3-(trifluoromethyl)phenylsulfonyl)-6a,7,9,10-tetrahydro-5H-pyrazino[1,2-a]pyrido[3,2-e]pyrazin-8(6H)-yl)propionic acid